Cl.FC1=C(C(=O)N(C)C)C=CC(=C1)C=1SC(=NN1)N1CCNCC1 2-fluoro-N,N-dimethyl-4-(5-(piperazin-1-yl)-1,3,4-thiadiazol-2-yl)benzamide hydrochloride